(R)-2,2'-(4-(2-((2-amino-2-carboxyethyl)amino)-2-oxoethyl)-10-(2-amino-2-oxoethyl)-1,4,7,10-tetraazacyclododecane-1,7-diyl)diacetic acid N[C@H](CNC(CN1CCN(CCN(CCN(CC1)CC(=O)O)CC(=O)N)CC(=O)O)=O)C(=O)O